1-Ethyl-N-(4-((4-(4-hydroxy-4-(trifluoromethyl)piperidin-1-yl)phenyl)amino)benzyl)-5-oxopyrrolidine-3-carboxamide C(C)N1CC(CC1=O)C(=O)NCC1=CC=C(C=C1)NC1=CC=C(C=C1)N1CCC(CC1)(C(F)(F)F)O